ClC1=CC=C(C(=N1)C(=O)NS(=O)(=O)C)N[C@H](C)C=1C=C(C=C2C(C(=C(OC12)C=1C=NN(C1C)C)C)=O)C 6-Chloro-3-[[(1R)-1-[2-(1,5-dimethylpyrazol-4-yl)-3,6-dimethyl-4-oxo-chromen-8-yl]ethyl]amino]-N-methylsulfonyl-pyridine-2-carboxamide